[S].P.P bisphosphine sulfur